COC1=CC=C(C=C1)N1N=CN=C1CNC(=O)NCC1=NC=NN1C1=CC=C(C=C1)OC 1,3-bis({[1-(4-methoxyphenyl)-1H-1,2,4-triazol-5-yl]methyl})urea